COC(=O)C=1C=C2NC(C(NC2=C(C1)C1=CC(=CC=C1)F)C)=O 8-(3-fluorophenyl)-2-methyl-3-oxo-1,2,3,4-tetrahydroquinoxaline-6-carboxylic acid methyl ester